1,3-bis(γ-methacryloyloxypropyl)-1,1,3,3-tetramethyldisilazane C(C(=C)C)(=O)OCCC[Si](N[Si](C)(C)CCCOC(C(=C)C)=O)(C)C